6-(2-((4,4-dimethylcyclohexyl)amino)-6-fluoro-4-methoxypyrrolo[2,1-f][1,2,4]triazin-5-yl)-N-methylimidazo[1,2-a]pyrimidine-3-carboxamide CC1(CCC(CC1)NC1=NN2C(C(=N1)OC)=C(C(=C2)F)C=2C=NC=1N(C2)C(=CN1)C(=O)NC)C